2-methyl-4-oxobutanoic acid (4R,5R)-5-hydroxy-1,2-dithiane-4-yl ester O[C@@H]1[C@H](CSSC1)OC(C(CC=O)C)=O